N(=[N+]=[N-])C(C)C1=C(OC2=CC=C(C=C2C1=O)C(F)(F)F)SCC (1-azidoethyl)-2-ethylsulfanyl-6-(trifluoromethyl)chromen-4-one